2,4,6-trimethylpyridine-N-sulfinic acid CC1N(C(=CC(=C1)C)C)S(=O)O